1-ethyl-3-methyl-phospholidine C(C)P1CC(CC1)C